2-Bromo-6-(4-(2,4-difluorophenyl)-4H-1,2,4-triazol-3-yl)pyridine Choline Octenoate C(C=CCCCCC)(=O)OCC[N+](C)(C)C.BrC1=NC(=CC=C1)C1=NN=CN1C1=C(C=C(C=C1)F)F